8-bromo-3-(isoquinolin-4-yl)-6-(trifluoromethyl)quinazoline-2,4(1H,3H)-dione BrC=1C=C(C=C2C(N(C(NC12)=O)C1=CN=CC2=CC=CC=C12)=O)C(F)(F)F